(R)-5-(2-(dimethylamino)ethoxy)-N-(1-(3-(1-isobutyl-1H-pyrazol-4-yl)-5-(1-methyl-1H-pyrazol-4-yl)phenyl)ethyl)-2-methylbenzamide CN(CCOC=1C=CC(=C(C(=O)N[C@H](C)C2=CC(=CC(=C2)C=2C=NN(C2)C)C=2C=NN(C2)CC(C)C)C1)C)C